N1N=NN=C1C1=C(C=CC=C1)NC(=O)C1=CC(=C(C(=O)OCC)C=C1OC(C)=O)OC(C)=O Ethyl 4-(2-(1H-tetrazol-5-yl)phenylaminocarbonyl)-2,5-diacetoxybenzoat